NC=1C(NC2=CC(=C(N=C2C1C1=C2C=NNC2=C(C=C1)F)C=1N=CSC1)C)=O 3-Amino-4-(7-fluoro-1H-indazol-4-yl)-7-methyl-6-thiazol-4-yl-1H-1,5-naphthyridin-2-one